ClC=1C(=C2CCCCN2C1C(C(=O)NCC(C)(C)O)=O)C(=O)NC1=CC(=C(C=C1)F)C 2-chloro-N-(4-fluoro-3-methylphenyl)-3-(2-((2-hydroxy-2-methylpropyl)amino)-2-oxoacetyl)-5,6,7,8-tetrahydroindolizine-1-carboxamide